NC=1C(=NC(=CN1)C1=NC=CC(=C1C(F)(F)F)C#N)C(=O)NC1=NC=CC=C1N1CCC(CC1)(C)N 3-amino-N-(3-(4-amino-4-methylpiperidin-1-yl)pyridin-2-yl)-6-(4-cyano-3-(trifluoromethyl)pyridin-2-yl)pyrazine-2-carboxamide